N-octadecenyl-2-acetyl-3-tetrahydropyranyloxypyridin-4-one C(=CCCCCCCCCCCCCCCCC)N1C(=C(C(C=C1)=O)OC1OCCCC1)C(C)=O